FC(C1=C(OCC2=C(C=C(C=C2)C2C=3C(NC(C2C(=O)OC)=O)=NNC3)OC)C=CC(=C1)C(F)(F)F)(F)F methyl 4-(4-([2,4-bis(trifluoromethyl)phenoxy]methyl)-3-methoxyphenyl)-6-oxo-2H,4H,5H,6H,7H-pyrazolo[3,4-b]pyridine-5-carboxylate